5-methoxy-3-methyl-2-((5-(trifluoromethyl)pyridin-2-yl)methyl)naphthalene-1,4-dione COC1=C2C(C(=C(C(C2=CC=C1)=O)CC1=NC=C(C=C1)C(F)(F)F)C)=O